2-((5-(3,4-difluorophenyl)pyridin-3-yl)oxy)-5-((1-(methylsulfonyl)piperidin-4-yl)oxy)isonicotinic acid FC=1C=C(C=CC1F)C=1C=C(C=NC1)OC=1C=C(C(=O)O)C(=CN1)OC1CCN(CC1)S(=O)(=O)C